(S)-2-(1,3,4-oxadiazol-2-yl)-7-(4-(2-((S)-tetrahydrofuran-3-yl)phenyl)piperidin-1-yl)-5-oxa-2-azaspiro[3.4]octane O1C(=NN=C1)N1CC2(C1)OC[C@H](C2)N2CCC(CC2)C2=C(C=CC=C2)[C@H]2COCC2